CN(CC(=O)OCC)C1=CC=C2C(=CC(OC2=C1)=O)C1=C(C=CC=C1)C ethyl N-methyl-N-(2-oxo-4-(o-tolyl)-2H-chromen-7-yl)glycinate